C(C)OC=1C=C(C(=O)OC)C=C(C1[N+](=O)[O-])NC[C@H]1OCC1 Methyl (s)-3-ethoxy-4-nitro-5-((oxetan-2-ylmethyl)amino)benzoate